2-[4-[4-(2-hydroxyethoxy)-3,5-di(thianthrene-1-yl)phenyl]sulfonyl-2,6-di(thianthrene-1-yl)phenoxy]ethanol OCCOC1=C(C=C(C=C1C1=CC=CC=2SC3=CC=CC=C3SC12)S(=O)(=O)C1=CC(=C(OCCO)C(=C1)C1=CC=CC=2SC3=CC=CC=C3SC12)C1=CC=CC=2SC3=CC=CC=C3SC12)C1=CC=CC=2SC3=CC=CC=C3SC12